7,9-dihydro-8H-purin-8-on N1=CN=C2NC(NC2=C1)=O